3,4,7,8-tetrahydro-2H-cyclopenta[4,5]Pyrrolo[1,2-a]Pyrazine-1(6H)-one hydrochloride Cl.C1(C=2N(CCN1)C1=C(C2)CCC1)=O